3-[(2R)-1-Methylpyrrolidin-2-yl]acrylamide CN1[C@H](CCC1)C=CC(=O)N